COC(=O)NS(=O)(=O)C1=CC=C(C=C1)C(F)(F)F Methoxycarbonyl-4-(trifluoromethyl)phenyl-Sulfonamide